COC(CNC(=S)NCC(C)OC)C 1,3-bis(2-methoxypropyl)thiourea